2,4-bis(isopropylthio)-1,3-dithia-2,4-diphosphetane-2,4-disulfide C(C)(C)SP1(SP(S1)(SC(C)C)=S)=S